(S)-(2-cyclopropoxy-5-(7,7-difluoro-2-((2S,3R)-3-hydroxy-2-methylazetidin-1-yl)-6,7-dihydro-5H-cyclopenta[d]pyrimidin-4-yl)phenyl)(imino)(methyl)-λ6-sulfanone C1(CC1)OC1=C(C=C(C=C1)C=1C2=C(N=C(N1)N1[C@H]([C@@H](C1)O)C)C(CC2)(F)F)[S@@](=O)(C)=N